ClC1=NC=C(C2=C1C=C(S2)C)[N+](=O)[O-] 4-chloro-2-methyl-7-nitrothieno[3,2-c]pyridine